γ-methacryloxypropyl-trimethoxyl-silane methyl-benzoylformate (methylbenzoylformate) CC1=C(C(=O)C(=O)O)C=CC=C1.COC(=O)C(C1=CC=CC=C1)=O.C(C(=C)C)(=O)OCCC[Si](OC)(OC)OC